(Z)-5-[(dimethylamino)methylidene]-4-oxo-3-(trifluoromethyl)-4,7-dihydro-5H-spiro[[1]benzofuran-6,1'-cyclopropane]-2-carboxylate CN(C)\C=C\1/C(C=2C(=C(OC2CC12CC2)C(=O)[O-])C(F)(F)F)=O